ClC1=C(C(=O)NC2=C3C=NN(C3=CC=C2)C2=CC=C(C=C2)C(F)(F)F)C=C(C=C1)CNC(C(CC)(O)CC)=O 2-chloro-5-{[(2-ethyl-2-hydroxybutyryl)amino]methyl}-N-{1-[4-(trifluoromethyl)phenyl]-1H-indazol-4-yl}benzamide